1-(5-(7-(8-chloronaphthalen-1-yl)-2-((1-((dimethylamino)methyl)cyclopropyl)methoxyl)-5,6,7,8-tetrahydropyrido[3,4-d]pyrimidin-4-yl)-2,5-diazabicyclo[2.2.1]heptane-2-yl)prop-2-ene-1-one ClC=1C=CC=C2C=CC=C(C12)N1CC=2N=C(N=C(C2CC1)N1C2CN(C(C1)C2)C(C=C)=O)OCC2(CC2)CN(C)C